OC=1C=2N(C=NN1)C(=C(C2)C2=CC=C(C#N)C=C2)C2=CC=C(C=C2)C 4-(1-hydroxy-6-(p-tolyl)pyrrolo[1,2-d][1,2,4]triazin-7-yl)benzonitrile